ClC=1C=C(C=CC1Cl)C1=NC(=C2C(=N1)N(N=C2)C2=CC=CC=C2)NC(=O)C=2SC(=CC2)[N+](=O)[O-] N-(6-(3,4-dichlorophenyl)-1-phenyl-1H-pyrazolo[3,4-d]pyrimidin-4-yl)-5-nitrothiophene-2-carboxamide